BrC1=CC2=C(SC(=C2)C(=O)OCC)C(=C1)C#N ethyl 5-bromo-7-cyanobenzo[b]thiophene-2-carboxylate